C(C)C(C(=O)[O-])CCCC.[Sn+2].C(C)C(C(=O)[O-])CCCC stannous 2-ethylhexanoate